R-Naringenin O1[C@H](CC(=O)C=2C(O)=CC(O)=CC12)C1=CC=C(O)C=C1